(2S)-2-(3,5-Dimethoxyphenyl)-2-methoxy-N-[5-[[(3R)-1-pyridazin-3-ylpyrrolidin-3-yl]amino]-1,3,4-thiadiazol-2-yl]acetamide COC=1C=C(C=C(C1)OC)[C@@H](C(=O)NC=1SC(=NN1)N[C@H]1CN(CC1)C=1N=NC=CC1)OC